tert-butyl (R)-(1-(1-(phenylsulfonyl)-1H-indol-6-yl)ethyl)carbamate C1(=CC=CC=C1)S(=O)(=O)N1C=CC2=CC=C(C=C12)[C@@H](C)NC(OC(C)(C)C)=O